ClC1=CNC=2N=C(N=C(C21)NCCC)NC2=CC=C(C1=C2OCCO1)C(=O)N1CCC(CC1)N1CCOCC1 (8-((5-chloro-4-(propylamino)-7H-pyrrolo[2,3-d]pyrimidin-2-yl)amino)-2,3-dihydrobenzo[b][1,4]dioxin-5-yl)(4-morpholinopiperidin-1-yl)methanone